C(C1=CC=CC=C1)OC(N(CCO)CC1C(C2=C(C=C(C(=C2CC1)C)F)N)=O)=O ((8-Amino-6-fluoro-5-methyl-1-oxo-1,2,3,4-tetrahydronaphthalen-2-yl)methyl)(2-hydroxyethyl)carbamic acid benzyl ester